CC1=C(C=C(C(=C1)SC1=CC(=CC=C1)OCC(C(F)F)(F)F)C)N=CN(C)CC N'-(2,5-Dimethyl-4-{[3-(2,2,3,3-tetrafluoropropoxy)phenyl]sulfanyl}phenyl)-N-ethyl-N-methylimidoformamid